FC(OC1=C(C=CC=C1)C(=O)N1CCOC2(C1)C=C(C(C(C2)(C)C)=O)C#N)F 4-[2-(difluoromethoxy)benzene-1-carbonyl]-10,10-dimethyl-9-oxo-1-oxa-4-azaspiro[5.5]undec-7-ene-8-carbonitrile